[N-]=C=O.[N-]=C=O.CCCCCCCCCC Methylnonane diisocyanate